6-[1-(2-Fluoro-6-methyl-phenyl)-piperidin-4-yl]-2,7-dimethyl-2,4,6,7-tetrahydro-pyrazolo[4,3-d]pyrimidin-5-one FC1=C(C(=CC=C1)C)N1CCC(CC1)N1C(NC=2C(C1C)=NN(C2)C)=O